C(C)OC1=NC=CC=C1C1=NC=2C(N(CC3(CCN(CC3)C=3C=NC=C(C3C(F)(F)F)OCCC)C2C=C1)CC1(CNC1)O)=O 2-(2-ethoxypyridin-3-yl)-7-[(3-hydroxyazetidin-3-yl)methyl]-1'-[5-propoxy-4-(trifluoromethyl)pyridin-3-yl]spiro[6H-1,7-naphthyridine-5,4'-piperidine]-8-one